(R)-2-(2-(1H-tetrazol-5-yl)ethyl)morpholine hydrochloride Cl.N1N=NN=C1CC[C@@H]1CNCCO1